C(C)(C)(C)OC(=O)N(C1=C(C(=NN1C(C)C)C1=C(C=C(C=C1)CC(=O)OC)F)C#N)C(=O)OC(C)(C)C Methyl 2-[4-[5-[bis(tert-butoxycarbonyl)amino]-4-cyano-1-isopropyl-pyrazol-3-yl]-3-fluoro-phenyl]acetate